2-bromo-5-fluoro-4-methylbenzo[d]thiazol-6-ol BrC=1SC2=C(N1)C(=C(C(=C2)O)F)C